(6R)-6-{4-[3-(4-methoxypiperidin-1-yl)pyrazin-2-yl]piperazin-1-yl}-2-azaspiro[3.4]octane-2-carboxylic acid ethyl ester C(C)OC(=O)N1CC2(C1)C[C@@H](CC2)N2CCN(CC2)C2=NC=CN=C2N2CCC(CC2)OC